C(C)NC(NC1=CC=C(C=C1)C1=C2C(=NC(=C1)NC(=O)C1CC1)NC=C2)=O N-(4-(4-(3-ethylureido)phenyl)-1H-pyrrolo[2,3-b]pyridin-6-yl)cyclopropylcarboxamide